C(C)C(CC)=O 1-ethyl-1-propanone